1-((5-fluoro-6-(thiazol-4-ylmethoxy)-1H-indol-2-yl)methyl)-3-methylurea FC=1C=C2C=C(NC2=CC1OCC=1N=CSC1)CNC(=O)NC